FC=1C=C(C=C(C1)F)[C@@H]1CC=NN1C(=O)N1CC(C1)OC1=CC(=NC=C1F)N1C(=NC(=C1C)C#N)C (S)-1-(4-((1-(5-(3,5-difluorophenyl)-4,5-dihydro-1H-pyrazole-1-carbonyl)azetidin-3-yl)oxy)-5-fluoropyridin-2-yl)-2,5-dimethyl-1H-imidazole-4-carbonitrile